N-[7-isopropoxy-2-(4-piperidyl)imidazo[1,2-a]pyridin-6-yl]pyrimidine-4-carboxamide HCl salt Cl.C(C)(C)OC1=CC=2N(C=C1NC(=O)C1=NC=NC=C1)C=C(N2)C2CCNCC2